2-nitro-4-(p-tolyl)aniline tert-butyl-(3S,5R)-4-(2-((3-(2,4-dioxotetrahydropyrimidin-1(2H)-yl)-1-methyl-1H-indazol-7-yl)amino)-2-oxoethyl)-3,5-dimethylpiperazine-1-carboxylate C(C)(C)(C)OC(=O)N1C[C@@H](N([C@@H](C1)C)CC(=O)NC=1C=CC=C2C(=NN(C12)C)N1C(NC(CC1)=O)=O)C.[N+](=O)([O-])C1=C(N)C=CC(=C1)C1=CC=C(C=C1)C